C(C)(CC)C1=NC(=C2C=NC(=NN21)N[C@H]2[C@H](CN(CC2)C(=O)OC(C)(C)C)F)Cl tert-butyl (3S,4R)-4-((7-(sec-butyl)-5-chloroimidazo[5,1-f][1,2,4]triazin-2-yl)amino)-3-fluoropiperidine-1-carboxylate